dihydro-3-(2-(diallylamino) ethyl)-1H-indol-6-yl phosphate P(=O)(OC1=CC=C2C(CNC2=C1)CCN(CC=C)CC=C)([O-])[O-]